2-fluoro-5-(3-methoxybenzyl)benzonitrile FC1=C(C#N)C=C(C=C1)CC1=CC(=CC=C1)OC